CS(=O)(=O)C=1NC2=C(N1)C=CC=C2 methylsulfonylbenzimidazole